6-[4-(2-tetrahydropyran-4-yloxyethoxy)phenoxy]-1-(2-trimethylsilylethoxymethyl)indazole-5-carboxamide O1CCC(CC1)OCCOC1=CC=C(OC2=C(C=C3C=NN(C3=C2)COCC[Si](C)(C)C)C(=O)N)C=C1